N-tert-butyl-6-[(5-fluoro-3-pyridyl)amino]-3-methoxy-pyridine-2-carboxamide C(C)(C)(C)NC(=O)C1=NC(=CC=C1OC)NC=1C=NC=C(C1)F